N-(3,3-difluoropiperidin-4-yl)-5-((2-methoxypyridin-3-yl)methoxy)-2-methylbenzofuran-3-carboxamide FC1(CNCCC1NC(=O)C1=C(OC2=C1C=C(C=C2)OCC=2C(=NC=CC2)OC)C)F